tert-butyl 5-(4-bromo-3-fluorophenyl)-3,6-dihydropyridine-1(2H)-carboxylate BrC1=C(C=C(C=C1)C1=CCCN(C1)C(=O)OC(C)(C)C)F